ClC1=CC=C(C=C1)C1=C(CC(O1)CSC)S(=O)(=O)C1=CC=C(C=C1)OC 5-(4-chlorophenyl)-4-((4-methoxyphenyl)sulfonyl)-2-((methylthio)methyl)-2,3-dihydrofuran